FC1=NC=CC(=C1)CCNC(C1=CC(=CC=C1)CN1C(C2=CC=C(C=C2C=C1)C1=CC=NC=C1)=O)=O N-(2-(2-Fluoropyridin-4-yl)ethyl)-3-((1-oxo-6-(pyridin-4-yl)isoquinolin-2(1H)-yl)methyl)benzamide